FC1=C(C=C(C=C1)C1=NN=C(O1)C(=O)N1CCOC2(CCC2)C1)O (5-(4-Fluoro-3-hydroxyphenyl)-1,3,4-oxadiazol-2-yl)(5-oxa-8-azaspiro[3.5]nonan-8-yl)methanone